ClC1=C(C=CC=C1)C1(CC1)/C(/N)=N/OC(=O)C1=NNC(=C1)C(F)F (Z)-1-(2-chlorophenyl)-N'-((5-(difluoromethyl)-1H-pyrazole-3-carbonyl)oxy)cyclopropane-1-carboximidamide